ClC=1C=C(C=C(C1OCC(C)(C)O)C)C=1C(CCNN1)C 6-[3-chloro-4-(2-hydroxy-2-methylpropoxy)-5-methylphenyl]-5-methyl-4,5-dihydro-2H-pyridazine